(Z)-3-(4,5,6,7-tetrahydrothieno[3,2-c]pyridin-5-yl)-3-fluoro-2-(trifluoromethyl)acrylate S1C=CC=2CN(CCC21)/C(=C(\C(=O)[O-])/C(F)(F)F)/F